4-(cyclopropylmethoxy)phenol C1(CC1)COC1=CC=C(C=C1)O